N1CCC(CC1)N1C=CC2=CC(=CC=C12)N1C(NC(CC1)=O)=O 1-(1-(piperidin-4-yl)-1H-indol-5-yl)dihydro-pyrimidine-2,4(1H,3H)-dione